C(C=C)OC(COC(COC1=CC=CC=C1)C)C (2-(2-(allyloxy)propoxy)propoxy)benzene